9-(6-(4,4-difluorocyclohex-1-en-1-yl)-3-oxo-3,4-dihydropyrazin-2-yl)-1-(3,4-difluorophenyl)-1,9-diazaspiro[5.5]undecan-2-one FC1(CC=C(CC1)C1=CNC(C(=N1)N1CCC2(CCCC(N2C2=CC(=C(C=C2)F)F)=O)CC1)=O)F